BrC=1C=CC(=NC1)N1C[C@@H]2C([C@@H]2C1)CNC(C1=NC=CC=C1Cl)=O N-(((1R,5S,6s)-3-(5-bromopyridin-2-yl)-3-azabicyclo[3.1.0]hexan-6-yl)methyl)-3-chloropicolinamide